ClC1=CC(=C(C=C1)[C@@]1(OC2=C(O1)C=CC=C2C2CCN(CC2)CC=2N(C(=CN2)CC(C(=O)OCC)C)C[C@H]2OCC2)C)F ethyl 3-(2-((4-((S)-2-(4-chloro-2-fluorophenyl)-2-methylbenzo[d][1,3]dioxol-4-yl)piperidin-1-yl)methyl)-1-(((S)-oxetan-2-yl)methyl)-1H-imidazol-5-yl)-2-methylpropanoate